1-((3-((3R,5R)-5-(4-(difluoromethoxy)phenyl)tetrahydro-furan-3-yl)-1,2,4-oxadiazol-5-yl)methyl)-7-methyl-1,7-dihydro-6H-purin-6-one FC(OC1=CC=C(C=C1)[C@H]1C[C@@H](CO1)C1=NOC(=N1)CN1C=NC=2N=CN(C2C1=O)C)F